C(C)(C)(C)C=1SC(=C(N1)C1=C(C(=CC=C1)NS(=O)(=O)CCC)F)C1=NC(=NC=C1)NC1=CC=C(C=N1)N1CCN(CC1)C(=O)OC(C)(C)C tert-butyl 4-{6-[(4-{2-tert-butyl-4-[2-fluoro-3-(propane-1-sulfonamido)phenyl]-1,3-thiazol-5-yl}pyrimidin-2-yl)amino]pyridin-3-yl}piperazine-1-carboxylate